5-(2,5-diazabicyclo[2.2.2]octan-2-yl)-2-(2,6-dioxopiperidin-3-yl)-4,6-difluoroisoindoline-1,3-dione C12N(CC(NC1)CC2)C=2C(=C1C(N(C(C1=CC2F)=O)C2C(NC(CC2)=O)=O)=O)F